(R)-N-([1,1'-biphenyl]-4-ylmethyl)-9-isopropyl-2-(piperazin-2-ylmethoxy)-9H-purin-6-amine C1(=CC=C(C=C1)CNC1=C2N=CN(C2=NC(=N1)OC[C@@H]1NCCNC1)C(C)C)C1=CC=CC=C1